butyl-3-[7-[6-[bis[(4-methoxyphenyl)methyl]amino]-4-methyl-3-(trifluoromethyl)-2-pyridyl]-6-chloro-2,8-difluoro-quinazolin-4-yl]-3,8-diazabicyclo[3.2.1]octane C(CCC)C12CN(CC(CC1)N2)C2=NC(=NC1=C(C(=C(C=C21)Cl)C2=NC(=CC(=C2C(F)(F)F)C)N(CC2=CC=C(C=C2)OC)CC2=CC=C(C=C2)OC)F)F